6-Acetyldihydromorphine C(C)(=O)[C@]1([C@H]2[C@]34C=5C(=C(C=CC5C[C@H]([C@@H]3CC1)N(C)CC4)O)O2)O